ClC=1NC=2[C@H](C/C=C/CCC(NC3=CC=CC=C3C1N2)=O)NC(=O)C2CCC(CC2)CN 4-Aminomethyl-cyclohexanecarboxylic Acid ((E)-(S)-18-chloro-9-oxo-8,17,19-triaza-tricyclo[14.2.1.02,7]nonadeca-1(18),2,4,6,12,16(19)-hexaen-15-yl)-amide